2-(6-(((cis)-3-Hydroxy-3-methylcyclobutyl)amino)-5-methylpyridazin-3-yl)-3-methyl-5-(trifluoromethyl)phenol OC1(CC(C1)NC1=C(C=C(N=N1)C1=C(C=C(C=C1C)C(F)(F)F)O)C)C